3-(1-oxo-4-((7-oxo-7-(piperidin-1-yl)heptyl)thio)isoindolin-2-yl)piperidine-2,6-dione O=C1N(CC2=C(C=CC=C12)SCCCCCCC(N1CCCCC1)=O)C1C(NC(CC1)=O)=O